6-bromo-2-hydroxynaphthalene-1,4-dione BrC=1C=C2C(C=C(C(C2=CC1)=O)O)=O